C(C)(C)(C)[Si](C)(C)OCCCCC=1N(N=CC1C1=C(C(=C(C=C1)B1OC(C(O1)(C)C)(C)C)F)F)COCC[Si](C)(C)C tert-butyl-[4-[4-[2,3-difluoro-4-(4,4,5,5-tetramethyl-1,3,2-dioxaborolan-2-yl)phenyl]-2-(2-trimethylsilylethoxy-methyl)pyrazol-3-yl]butoxy]-dimethyl-silane